FC=1C=C(C=C(C1)C)C=1N=NN(C1)[C@@H]1[C@H]([C@@H](O[C@H]2[C@@H]1OC(OC2)(C)C)C(=O)O)OC (4aR,6R,7R,8R,8aR)-8-(4-(3-fluoro-5-methylphenyl)-1H-1,2,3-triazol-1-yl)-7-methoxy-2,2-dimethylhexahydropyrano[3,2-d][1,3]dioxine-6-carboxylic acid